ethyl 2-(2-{2-[4-(5-fluoro-1-methylindazol-6-yl)-1,3-benzodiazol-1-yl]acetamido}acetamido)acetate FC=1C=C2C=NN(C2=CC1C1=CC=CC=2N(C=NC21)CC(=O)NCC(=O)NCC(=O)OCC)C